2-Methyl-5-nitro-1-(4-nitro-phenoxymethyl)-1H-imidazole CC=1N(C(=CN1)[N+](=O)[O-])COC1=CC=C(C=C1)[N+](=O)[O-]